Methyl 4-((2-methoxyethyl)amino)imidazo[1,5-a]quinoxaline-8-carboxylate COCCNC=1C=2N(C3=CC(=CC=C3N1)C(=O)OC)C=NC2